1,1'-(butane-1,4-diyl)bis(3-(pyridin-4-yl)-N-(o-tolyl)-1H-pyrazole-5-carboxamide) C(CCCN1N=C(C=C1C(=O)NC1=C(C=CC=C1)C)C1=CC=NC=C1)N1N=C(C=C1C(=O)NC1=C(C=CC=C1)C)C1=CC=NC=C1